dithiothreitol diacetate C(C)(=O)O[C@H](CS)[C@H](OC(C)=O)CS